2-(isoindolin-2-ylmethyl)-5-((tetrahydro-2H-pyran-4-yl)methoxy)-4H-pyran-4-one C1N(CC2=CC=CC=C12)CC=1OC=C(C(C1)=O)OCC1CCOCC1